6-fluoro-2-methyl-7-nitro-1,2,3,4-tetrahydroisoquinoline FC=1C=C2CCN(CC2=CC1[N+](=O)[O-])C